ClC=1C(=NC(=CC1)C1=C(C=C(C=C1)C(F)(F)F)Cl)C(=O)OCC=1C=NC=CC1 Pyridin-3-ylmethyl 3-chloro-6-(2-chloro-4-(trifluoromethyl) phenyl)picolinate